N(N)C(=O)C1=CC=C(CC2=NC(=NO2)C=2C=C(C(=O)N)C=CC2)C=C1 3-(5-(4-(hydrazinocarbonyl)benzyl)-1,2,4-oxadiazol-3-yl)benzamide